(4-((3-(7-(((Z)-3-fluoro-1-(tetrahydro-2H-pyran-4-yl)piperidin-4-yl)amino)-3-(2,2,2-trifluoroethyl)benzo[b]thiophen-2-yl)prop-2-yn-1-yl)amino)-3-methoxyphenyl)dimethylphosphine oxide FC1CN(CCC1NC1=CC=CC2=C1SC(=C2CC(F)(F)F)C#CCNC2=C(C=C(C=C2)P(C)(C)=O)OC)C2CCOCC2